C(C)C1=C(C=CC=2C3=CC=CC=C3NC12)C=C Ethyl-2-vinylcarbazole